C12CN(CC(CC1)N2)C2=NC(=NC=N2)C#N 4-(3,8-Diazabicyclo[3.2.1]octan-3-yl)-1,3,5-triazine-2-carbonitrile